CC(C)(C)[O-].[K+].O1C[C@@]12CC1(OCCO1)CCC2 |r| rac-1,6,9-Trioxadispiro[2.1.45.33]dodecane Potassium tert-butoxide